spiro[3.3]heptane-2-carboxylate C1C(CC12CCC2)C(=O)[O-]